S1C(=NC2=C1C=CC=C2)C(CC(C)C)=O 1-(benzo[d]thiazol-2-yl)-3-methylbutan-1-one